NC=1C2=C(N=CN1)N(C(=C2C2=CC[C@@H](CC2)C(=O)N2CCCC2)C2=C(C=C(C=C2)NC(C(=C)C)=O)OC)C N-(4-{4-amino-7-methyl-5-[(4R)-4-(pyrrolidine-1-carbonyl)cyclohex-1-en-1-yl]-7H-pyrrolo[2,3-d]pyrimidin-6-yl}-3-methoxyphenyl)-2-methylpropan-2-enamide